O=C1C(=C(C=NN1)N[C@H](CCCN1C(C2=CC=C(C=C2C=C1)N1N=CC(=C1)C(F)(F)F)=O)C)C(F)(F)F (S)-2-(4-((6-oxo-5-(trifluoromethyl)-1,6-dihydropyridazin-4-yl)amino)pentyl)-6-(4-(trifluoromethyl)-1H-pyrazol-1-yl)isoquinolin-1(2H)-one